ethyl 2-(4-(1-(4-chloro-3-fluorophenyl)-3,3-dimethyl-2,3-dihydro-1H-pyrrolo[3,2-b]pyridine-5-carbonyl)-3,3-dimethylpiperazin-1-yl)-4-methylpyrimidine-5-carboxylate ClC1=C(C=C(C=C1)N1CC(C2=NC(=CC=C21)C(=O)N2C(CN(CC2)C2=NC=C(C(=N2)C)C(=O)OCC)(C)C)(C)C)F